(1R,3S,5R)-2-(2-(3-acetyl-5-(2-methylpyrimidin-5-yl)-1H-indazol-1-yl)acetyl)-N-(6-bromo-4-(2-hydroxyphenyl)pyridin-2-yl)-5-methyl-2-azabicyclo[3.1.0]hexane-3-carboxamide C(C)(=O)C1=NN(C2=CC=C(C=C12)C=1C=NC(=NC1)C)CC(=O)N1[C@@H]2C[C@@]2(C[C@H]1C(=O)NC1=NC(=CC(=C1)C1=C(C=CC=C1)O)Br)C